2',4-dichloro-6'-(hydroxymethyl)-[1,1'-biphenyl]-2-carbaldehyde ClC1=C(C(=CC=C1)CO)C=1C(=CC(=CC1)Cl)C=O